P(=O)(OC1=C(C=C(C=C1)[N+](=O)[O-])[N+](=O)[O-])([O-])[O-] 2,4-dinitrophenyl phosphate